6-(4-[3,7-dioxa-9-azabicyclo[3.3.1]nonan-9-ylmethyl]phenyl)-4-[(3S)-piperidin-3-ylamino]pyrido[3,2-d]pyrimidine-8-carboxamide C12COCC(COC1)N2CC2=CC=C(C=C2)C=2C=C(C=1N=CN=C(C1N2)N[C@@H]2CNCCC2)C(=O)N